2-[1-[(2,3-dichlorophenyl)methyl]-5-oxopyrrolidin-2-yl]-N-(difluoromethylsulfonyl)acetamid ClC1=C(C=CC=C1Cl)CN1C(CCC1=O)CC(=O)NS(=O)(=O)C(F)F